NC(CCNNC([C@H](CC1CCCC1)NC(OCC1=CC=CC=C1)=O)=O)=O benzyl N-[(1S)-2-[2-(3-amino-3-oxo-propyl)hydrazino]-1-(cyclopentylmethyl)-2-oxo-ethyl]carbamate